CC1(CCC=2C(\C(\C3=CC=CC=C3C2C1)=N/[C@@H](CC(=O)O)C(=O)O)=O)C N-[(9Z)-3,3-dimethyl-10-oxo-1,2,3,4,9,10-hexahydrophenanthren-9-ylidene]-L-aspartic acid